OCC(COC)(OCC1CCN(CC1)C1=NC=NC2=C(C=CC=C12)OC)P(O)(O)=O (1-hydroxy-3-methoxy-2-((1-(8-methoxyquinazolin-4-yl)piperidin-4-yl)methoxy)propan-2-yl)phosphonic acid